S(=O)(=O)(O)C#CC(=O)[O-].[Na+].C(C#CC)(O)O butynediol sodium sulfopropiolate